NC1=CC=C(N=N1)C1CCN(CC1)C(=O)C1=CC(=C(C=C1)C1=CC=CC=C1)OC [4-(6-Amino-pyridazin-3-yl)-piperidin-1-yl]-(2-methoxy-biphenyl-4-yl)-methanone